2-((2S)-1-acryloyl-4-(2'-(((S)-1-methylpyrrolidin-2-yl)methoxy)-2,3,5',6'-tetrahydrospiro[indene-1,7'-pyrano[2,3-d]pyrimidin]-4'-yl)piperazin-2-yl)acetonitrile C(C=C)(=O)N1[C@H](CN(CC1)C=1C2=C(N=C(N1)OC[C@H]1N(CCC1)C)OC1(CC2)CCC2=CC=CC=C21)CC#N